NC1=C(C(=NC(=C1Cl)Cl)Cl)C(=O)O 4-amino-2,5,6-trichloropyridine-3-carboxylic acid